2,3-dichloro-acrylic acid ClC(C(=O)O)=CCl